3-(3-hydroxy-2,6-dimethylphenyl)-6-(6-methylpyridazin-4-yl)-7-toluenesulfonyl-3,7-dihydro-4H-pyrrolo[2,3-d]pyrimidin-4-one OC=1C(=C(C(=CC1)C)N1C=NC2=C(C1=O)C=C(N2S(=O)(=O)CC2=CC=CC=C2)C2=CN=NC(=C2)C)C